C(C)(C)(C)OC([C@H](C)OC1=C(C=C(C(=C1)Cl)Cl)C1=NOCC1OCCCC)=O (2S)-2-[4,5-dichloro-2-(4-butoxy-4,5-dihydroisoxazol-3-yl)phenoxy]propionic acid tert-butyl ester